[9-Benzyl-4-carbamoyl-1,2,3,4-tetrahydrocarbazole-5-yl]oxyacetic acid C(C1=CC=CC=C1)N1C2=CC=CC(=C2C=2C(CCCC12)C(N)=O)OCC(=O)O